ethyl 4-(5-(3-bromopropyl)-6-methoxybenzo[b]selenophen-2-yl)-4-oxobutanoate BrCCCC1=CC2=C([Se]C(=C2)C(CCC(=O)OCC)=O)C=C1OC